O=C1NC(CCC1N1CC2=CC=C(C=C2C1=O)CNC(OC[C@H]1[C@@H](C1)C1=CC=CC=C1)=O)=O ((1R,2R)-2-phenylcyclopropyl)methyl ((2-(2,6-dioxopiperidin-3-yl)-3-oxoisoindolin-5-yl)methyl)carbamate